(S)-4-(7-bromo-6-chloro-2-(((3S,4S)-4-(difluoromethyl)-3-methyl-1-(methyl-d3)piperidin-3-yl)methoxy)-8-fluoroquinazolin-4-yl)-6-methyl-1,4-oxazepan-6-ol BrC1=C(C=C2C(=NC(=NC2=C1F)OC[C@@]1(CN(CC[C@@H]1C(F)F)C([2H])([2H])[2H])C)N1CCOC[C@](C1)(O)C)Cl